N(=O)C1=C(C=CC2=CC=CC=C12)O α-nitroso-β-naphthol